N[C@H](C(=O)N1[C@@H](C[C@H](C1)O)C(=O)OC)C(C)(C)C methyl (2S,4R)-1-((S)-2-amino-3,3-dimethylbutyryl)-4-hydroxypyrrolidine-2-carboxylate